NC=1C=C(C=C(C1)F)NCC(CO)O 3-[(3-amino-5-fluorophenyl)amino]propane-1,2-diol